6-Chloro-N-(2-((1S,3S,5S)-3-cyano-2-azabicyclo[3.1.0]hexan-2-yl)-2-oxoethyl)-2-methylquinoline-4-carboxamide ClC=1C=C2C(=CC(=NC2=CC1)C)C(=O)NCC(=O)N1[C@H]2C[C@H]2C[C@H]1C#N